ClC1=C2OC=3C=C(C=CC3C(C2=CC=C1)C)N1CCCC1 1-(5-chloro-9-methyl-9H-xanthen-3-yl)pyrrolidine